1-(4-(2-hydroxy-1-phenylethyl)-3,4-dihydro-2H-benzo[b][1,4]oxazin-6-yl)-3-(1H-indol-6-yl)urea OCC(C1=CC=CC=C1)N1C2=C(OCC1)C=CC(=C2)NC(=O)NC2=CC=C1C=CNC1=C2